ClC=1C=NC(=NC1)NN 5-chloro-2-hydrazineylpyrimidine